BENZENEDICARBOXYLATE C=1(C(=CC=CC1)C(=O)[O-])C(=O)[O-]